4-[N,N-di(2-hydroxyethyl)-N-octadecylammonio]-butane-1-carboxylate OCC[N+](CCCCCCCCCCCCCCCCCC)(CCO)CCCCC(=O)[O-]